(1R,2S,5S)-3-(2-hydroxy-2-methylpropanoyl)-6,6-dimethyl-N-((S)-3-oxo-1-((S)-2-oxopyrrolidin-3-yl)-4-(trifluoromethoxy)butan-2-yl)-3-azabicyclo[3.1.0]hexane-2-carboxamide OC(C(=O)N1[C@@H]([C@H]2C([C@H]2C1)(C)C)C(=O)N[C@@H](C[C@H]1C(NCC1)=O)C(COC(F)(F)F)=O)(C)C